COC1=C(C=C2C(CCC2=C1)(C)C)S(=O)(=O)NC(=O)C1=NC2=CC=CC(=C2C=C1)N1N=CC=C1 N-((6-methoxy-3,3-dimethyl-2,3-dihydro-1H-inden-5-yl)sulfonyl)-5-(1H-pyrazol-1-yl)quinoline-2-carboxamide